N-(2-(2-cyano-4,4-difluoropyrrolidin-1-yl)-2-oxoethyl)-6-hydroxyquinoline-4-carboxamide C(#N)C1N(CC(C1)(F)F)C(CNC(=O)C1=CC=NC2=CC=C(C=C12)O)=O